CO[C@@H](C(=O)O[C@H](/C(=C/I)/C)[C@H](C=C)C)C1=CC=CC=C1 (3S,4S,E)-1-iodo-2,4-dimethylhexa-1,5-dien-3-yl (R)-2-methoxy-2-phenylacetate